C(C)(C)NCCCC[C@H](N)C(=O)O Nε-isopropyl-L-Lysine